COC(=O)C=1C(N(C2=NC(=CC=C2C1N)C1CC1)C1=CC=C(C=C1)C(C)O)=O 4-Amino-7-cyclopropyl-1-(4-(1-hydroxyethyl)phenyl)-2-oxo-1,2-dihydro-1,8-naphthyridine-3-carboxylic acid methyl ester